C(C1=CC=CC=C1)OC1=C(C(=C(C(=C1)C=C)C[C@@H](C=C)NC(OC(C)(C)C)=O)F)NC(C(F)(F)F)=O tert-butyl {(2S)-1-[4-(benzyloxy)-6-ethenyl-2-fluoro-3-(2,2,2-trifluoroacetamido)phenyl]but-3-en-2-yl}carbamate